tert-butyl 4-(2-(3,4-dimethoxyphenyl)-4-oxo-4H-pyrido[1,2-a]pyrimidin-7-yl)-5,6-dihydropyridine-1(2H)-carboxylate COC=1C=C(C=CC1OC)C=1N=C2N(C(C1)=O)C=C(C=C2)C2=CCN(CC2)C(=O)OC(C)(C)C